BrC1=CC=C(C2=CC=CC=C12)[C@@H](C)NC(=O)C=1C=C(C=CC1C)NC1CC2COCC(C1)N2C(=O)OC(C)(C)C tert-butyl 7-((3-(((R)-1-(4-bromonaphthalen-1-yl)ethyl)carbamoyl)-4-methylphenyl)amino)-3-oxa-9-azabicyclo[3.3.1]nonane-9-carboxylate